2-Hydroperoxy-2,6-dimethylcyclohexan-1-one O(O)C1(C(C(CCC1)C)=O)C